IC1=CC=C(CC2=C(N=NN2CC2=CC=C(C=C2)OC)C(=O)OCC)C=C1 ethyl 5-(4-iodobenzyl)-1-(4-methoxybenzyl)-1H-1,2,3-triazole-4-carboxylate